N-(1-(4-chlorobenzyl)-1H-indazol-3-yl)-3-(pyridin-3-yl)acrylamide ClC1=CC=C(CN2N=C(C3=CC=CC=C23)NC(C=CC=2C=NC=CC2)=O)C=C1